2-[[3,5-dimethyl-4-(4-nitrophenyl)pyrazol-1-yl]methoxy]ethyltrimethyl-silane CC1=NN(C(=C1C1=CC=C(C=C1)[N+](=O)[O-])C)COCC[Si](C)(C)C